C(C)(C)(C)OC(=O)N1CC(CCC1)C(=O)NNC(C1=C(N=CC=C1)C(F)(F)F)=O 3-(2-(2-(trifluoromethyl)nicotinoyl)hydrazine-1-carbonyl)piperidine-1-carboxylic acid tert-butyl ester